2-((2S)-2-((difluoromethoxy)methyl)-5-(4-(trifluoromethyl)phenyl)piperidin-1-yl)pyrimidine-5-carboxylic acid FC(OC[C@H]1N(CC(CC1)C1=CC=C(C=C1)C(F)(F)F)C1=NC=C(C=N1)C(=O)O)F